2,6-bis[(3,5-dimethyl-4-hydroxyphenyl)benzyl]-4-[α-methyl-(3,5-dimethyl-4-hydroxyphenyl)benzyl]phenol CC=1C=C(C=C(C1O)C)C(C1=CC=CC=C1)C1=C(C(=CC(=C1)C(C1=CC=CC=C1)(C)C1=CC(=C(C(=C1)C)O)C)C(C1=CC=CC=C1)C1=CC(=C(C(=C1)C)O)C)O